3-[1,3-Dioxo-5-(1H-[1,2,3]triazol-4-yl)-1,3-dihydroisoindol-2-yl]-4'-methoxybiphenyl O=C1N(C(C2=CC(=CC=C12)C=1N=NNC1)=O)C=1C=C(C=CC1)C1=CC=C(C=C1)OC